tert-butyl ((1R,3R,5S)-3-methoxy-5-((5-nitro-2-(1-((2-(trimethylsilyl)ethoxy)methyl)-1H-1,2,4-triazol-3-yl)pyridin-4-yl)amino)cyclohexyl)carbamate CO[C@H]1C[C@@H](C[C@@H](C1)NC1=CC(=NC=C1[N+](=O)[O-])C1=NN(C=N1)COCC[Si](C)(C)C)NC(OC(C)(C)C)=O